COC=1C=C(C(=O)NN)C=CC1OC 3,4-dimethoxybenzhydrazide